(Sa)-(3R)-N-[6-(5-chloro-1,3-benzoxazol-2-yl)spiro[3.3]heptan-2-yl]-1-methyl-5-oxo-pyrrolidine-3-carboxamide ClC=1C=CC2=C(N=C(O2)C2CC3(CC(C3)NC(=O)[C@H]3CN(C(C3)=O)C)C2)C1